tert-Butyl (2'-(((2R,7aS)-2-fluorotetrahydro-1H-pyrrolizin-7a(5H)-yl)methoxy)-4'-oxo-3,3',4,4',5',8'-hexahydro-2H-spiro[naphthalene-1,7'-pyrano[4,3-d]pyrimidin]-7-yl)carbamate F[C@@H]1C[C@@]2(CCCN2C1)COC=1NC(C2=C(N1)CC1(OC2)CCCC2=CC=C(C=C21)NC(OC(C)(C)C)=O)=O